4-[4-(3-ethoxycarbonyl-propoxy)-3,5-difluoro-phenyl]-5-fluoro-2,2-dimethyl-2,3-Dihydro-indole-1-carboxylic acid methyl ester COC(=O)N1C(CC2=C(C(=CC=C12)F)C1=CC(=C(C(=C1)F)OCCCC(=O)OCC)F)(C)C